ClC1=C(C=CC(=C1)Cl)C=1C=C2C(=NC1)NN=C2C(=O)C=2C(=C(C=CC2F)NS(=O)(=O)CCC)F N-(3-(5-(2,4-dichlorophenyl)-1H-pyrazolo[3,4-b]pyridine-3-carbonyl)-2,4-difluoro-phenyl)propane-1-sulfonamide